methyl 5-amino-4-bromopicolinate NC=1C(=CC(=NC1)C(=O)OC)Br